1-(3-chloro-5'-fluoro-2'-hydroxy-3'-(2-(piperazin-1-yl)pyridin-4-yl)-[1,1'-biphenyl]-4-yl)-4-methyl-1H-1,2,4-triazol-5(4H)-one ClC=1C=C(C=CC1N1N=CN(C1=O)C)C1=C(C(=CC(=C1)F)C1=CC(=NC=C1)N1CCNCC1)O